N-(1-phenethylpiperidin-4-yl)-N-phenyl-3-(thiophen-2-yl)propanamide C(CC1=CC=CC=C1)N1CCC(CC1)N(C(CCC=1SC=CC1)=O)C1=CC=CC=C1